NC1=NC=2C(=CC(=CC2C=2N1N=C(N2)[C@H]2CN(CCC2)C=2C=NN(C2)CC(C)(O)C)F)OC (R)-1-(4-(3-(5-amino-9-fluoro-7-methoxy-[1,2,4]triazolo[1,5-c]quinazolin-2-yl)piperidin-1-yl)-1H-pyrazol-1-yl)-2-methylpropan-2-ol